(3S)-6-[3-(4-chloro-3-fluoro-phenyl)-1,2,4-oxadiazol-5-yl]-2,2-dimethyl-3,4-dihydropyran ClC1=C(C=C(C=C1)C1=NOC(=N1)C1=CCCC(O1)(C)C)F